Cl.ClC1=CC=C(C=C1)C1=C(C[C@@](CC1)(CN1CCN(CC1)C1CCNCC1)C)CN1CCN(CC1)C1=CC=C(C(=O)N)C=C1 4-(4-(((R)-4'-chloro-4-methyl-4-((4-(piperidin-4-yl)piperazin-1-yl)methyl)-3,4,5,6-tetrahydro-[1,1'-biphenyl]-2-yl)methyl)piperazin-1-yl)benzamide hydrochloride